BrC1=C2C(=C3C(=NC(=NC3=C1)OC[C@H]1N(CCC1)C)N1CCN(CC1)C(=O)OC(C)(C)C)OCCC2 tert-butyl (S)-4-(5-bromo-8-((1-methylpyrrolidin-2-yl)methoxy)-3,4-dihydro-2H-pyrano[2,3-f]quinazolin-10-yl)piperazine-1-carboxylate